5-(((((1R,2S,5R)-2-carbamoyl-7-oxo-1,6-diazabicyclo[3.2.1]octan-6-yl)oxy)sulfonyl)oxy)-2,2,4,4-tetramethylpentyl 2,6-dimethylbenzoate CC1=C(C(=O)OCC(CC(COS(=O)(=O)ON2[C@@H]3CC[C@H](N(C2=O)C3)C(N)=O)(C)C)(C)C)C(=CC=C1)C